1-[1-(4-chloro phenyl)cyclobutyl]ethyl (2S)-2-[(3-hydroxy-4-methoxy-pyridine-2-carbonyl)-amino]propanoate OC=1C(=NC=CC1OC)C(=O)N[C@H](C(=O)OC(C)C1(CCC1)C1=CC=C(C=C1)Cl)C